3-(5-isopropylpyrazin-2-yl)-2-methoxyaniline C(C)(C)C=1N=CC(=NC1)C=1C(=C(N)C=CC1)OC